Cl/C(/C(=O)OCC)=N/NC1=C(C=C(C=C1)F)F ethyl (2E)-2-chloro-2-[(2,4-difluorophenyl)hydrazono]acetate